tert-butyl ((1r,3r)-3-(4-(2-(4-((2-bromopyridin-4-yl)oxy)phenyl) propan-2-yl)phenoxy)cyclobutyl)carbamate BrC1=NC=CC(=C1)OC1=CC=C(C=C1)C(C)(C)C1=CC=C(OC2CC(C2)NC(OC(C)(C)C)=O)C=C1